C(#N)C1=C(C=C(C=C1)C=1C(=NC(=NC1)C=1C=C2C=CN(C2=CC1F)C)C(=O)O)F (4-cyano-3-fluorophenyl)-2-(6-fluoro-1-methyl-1H-indol-5-yl)pyrimidine-4-carboxylic acid